FC1=C(C(=C(C=C1)CCC(=O)O)NC(\C=C\C1=CC=C2C(=NNC2=C1)F)=O)C (E)-3-(4-fluoro-2-(3-(3-fluoro-1H-indazol-6-yl)acrylamido)-3-methylphenyl)propanoic acid